ClC1=CC=C(OCC(=O)N2CCC(CC2)C=2C=C(C(=NC2)C(=O)NCC(=O)O)O)C=C1 (5-(1-(2-(4-chlorophenoxy)acetyl)-piperidin-4-yl)-3-hydroxy-pyridine-2-carbonyl)glycine